FC=1C=C(C(=O)OC)C=C(C1O)/C=N/CCO methyl (E)-3-fluoro-4-hydroxy-5-(((2-hydroxyethyl)imino)methyl)benzoate